1-(5-((7-Oxabicyclo[2.2.1]heptan-2-yl)ethynyl)-2-((2-(1-(cyclopropylsulfonyl)-1H-pyrazol-4-yl)pyrimidin-4-yl)amino)pyridin-4-yl)-4-methylpiperidin-4-ol C12C(CC(CC1)O2)C#CC=2C(=CC(=NC2)NC2=NC(=NC=C2)C=2C=NN(C2)S(=O)(=O)C2CC2)N2CCC(CC2)(O)C